CC=1C=C(C=C(C1)C)C1=NC2=CC=CC=C2C(N1C)=O 2-(3,5-dimethylphenyl)-3-methylquinazolin-4(3H)-one